2-isopropyl-8-methoxy-2,3-dihydrobenzo[b][1,4]dioxin C(C)(C)C1COC2=C(O1)C(=CC=C2)OC